(S)-3-amino-6-(4-((5-cyano-3-(1-(4-fluorophenyl)ethylcarbamoyl)pyridin-2-ylamino)methyl)phenyl)-N-(3-hydroxypropyl)pyrazine-2-carboxamide NC=1C(=NC(=CN1)C1=CC=C(C=C1)CNC1=NC=C(C=C1C(N[C@@H](C)C1=CC=C(C=C1)F)=O)C#N)C(=O)NCCCO